[5-(3-hydroxypropyl)-3-methyl-2-oxo-benzimidazol-1-yl]Piperidine-2,6-dione OCCCC1=CC2=C(N(C(N2C)=O)N2C(CCCC2=O)=O)C=C1